5-Isopropyl-N-[(6S)-4-methyl-5-oxo-7,8-dihydro-6H-pyrazolo[1,5-a][1,3]diazepin-6-yl]-6,7-dihydro-5H-pyrrolo[1,2-b][1,2,4]triazol-2-carboxamid C(C)(C)C1CCC=2N1N=C(N2)C(=O)N[C@@H]2C(N(C=1N(CC2)N=CC1)C)=O